FC(OC1=CC(=C(C=N1)OCC(C#N)(C)C)C1=CC=2N(C=C1)N=C(C2)NC2=NN(C(C=C2)=O)C)F 3-[[6-(difluoromethoxy)-4-[2-[(1-methyl-6-oxo-pyridazin-3-yl)amino]pyrazolo[1,5-a]pyridin-5-yl]-3-pyridyl]oxy]-2,2-dimethyl-propanenitrile